3,5-difluoro-4-hydroxy-N-({(1r,4r)-4-[5-(pyrimidin-2-yl)-2H-indazol-2-yl]cyclohexyl}methyl)benzamide FC=1C=C(C(=O)NCC2CCC(CC2)N2N=C3C=CC(=CC3=C2)C2=NC=CC=N2)C=C(C1O)F